((3-(2-(bis(methyl-d3)amino)ethyl)-4-(phosphonooxy)-1H-indol-1-yl)methyl)phosphonic acid C([2H])([2H])([2H])N(CCC1=CN(C2=CC=CC(=C12)OP(=O)(O)O)CP(O)(O)=O)C([2H])([2H])[2H]